3',5,5''-Trimethyl-2,2':5',2''-terthiophene CC1=C(SC(=C1)C=1SC(=CC1)C)C=1SC(=CC1)C